3-(7-((2-(1H-pyrrolo[2,3-b]pyridin-3-yl)ethyl)amino)thiazolo[5,4-d]pyrimidin-5-yl)pyridin-2(1H)-one N1C=C(C=2C1=NC=CC2)CCNC=2C1=C(N=C(N2)C=2C(NC=CC2)=O)SC=N1